(4-(4,4,5,5-tetramethyl-1,3,2-dioxaborolan-2-yl)-3,6-dihydropyridin-1(2H)-yl)(1-(3-(trifluoromethyl)phenyl)cyclopropyl)methanone CC1(OB(OC1(C)C)C=1CCN(CC1)C(=O)C1(CC1)C1=CC(=CC=C1)C(F)(F)F)C